2-(3-chloro-4-tolyl)-N-((5-(2,6-dioxopiperidin-3-yl)-4-oxo-5,6-dihydro-4H-thieno[3,4-c]pyrrol-1-yl)methyl)acrylamide N-methyl-2,2,6,6-tetramethylpiperidinyl-methacrylate CN1C(C(CCC1(C)C)C=C(C(=O)O)C)(C)C.ClC=1C=C(C=CC1C(C(=O)NCC=1SC=C2C1CN(C2=O)C2C(NC(CC2)=O)=O)=C)C